C1(CCC1)[C@H]1N(CCOC1)C (R)-cyclobutyl-(4-methylmorpholine)